C(C)OC(=O)[C@H]1OC(C[C@H]1C1=C(C(=C(C=C1)F)F)OC)(C)COC |r| rac-(2s,3s)-3-(3,4-difluoro-2-methoxyphenyl)-5-(methoxymethyl)-5-methyltetrahydrofuran-2-carboxylic acid ethyl ester